6-(7-methyl-3-(trifluoromethyl)-[1,2,4]triazolo[4,3-b]pyridazin-6-yl)-3-(trifluoromethyl)-5,6,7,8-tetrahydro-1,6-naphthyridine CC1=CC=2N(N=C1N1CC=3C=C(C=NC3CC1)C(F)(F)F)C(=NN2)C(F)(F)F